BrC1=C(C=CC2=C1CCO2)N2CCC(CC2)C(=O)N (4-bromo-2,3-dihydrobenzofuran-5-yl)piperidine-4-carboxamide